Cl.N1C=C(C2=CC=CC=C12)CCSC1=NC2=CC=C(C=C2C(N1CCCN(C)C)=O)F 2-((2-(1H-Indol-3-yl)ethyl)thio)-3-(3-(dimethylamino)propyl)-6-fluoroquinazolin-4(3H)-one, hydrochloride